hydroxy-β-methylbutyrate OC(C(=O)[O-])C(C)C